FC(CN1N=CC=2C1=NC(=C(N2)C)N2CC1(CN(C1)C1=CC(=NC=C1)C(F)(F)F)CC2)F 1-(2,2-difluoroethyl)-5-methyl-6-(2-(2-(trifluoromethyl)pyridin-4-yl)-2,6-diazaspiro[3.4]octan-6-yl)-1H-pyrazolo[3,4-b]pyrazine